(R)-3-(3,5-dimethoxyphenyl)cycloheptan-1-one COC=1C=C(C=C(C1)OC)[C@H]1CC(CCCC1)=O